diethyl (4-fluorobenzyl)phosphonate FC1=CC=C(CP(OCC)(OCC)=O)C=C1